FC1=CC(=C(C=C1)C1CCN(CC1)[C@@H]1COC2(CNC2)C1)OC (S)-7-(4-(4-fluoro-2-methoxyphenyl)piperidin-1-yl)-5-oxa-2-azaspiro[3.4]octane